BrC1=CC=C2[C@H](CC[C@@](C2=C1)(O)CC1=NC(=NC(=C1CO)Cl)SC)C |&1:8| (1RS,4S)-7-bromo-1-((6-chloro-5-(hydroxymethyl)-2-(methylthio)pyrimidin-4-yl)methyl)-4-methyl-1,2,3,4-tetrahydronaphthalen-1-ol